(S)-1'-(6-chloropyrido[2,3-b]pyrazin-2-yl)-5,7-dihydrospiro[cyclopenta[b]pyridine-6,4'-piperidin]-5-amine ClC=1C=CC=2C(=NC=C(N2)N2CCC3(CC2)[C@@H](C=2C(=NC=CC2)C3)N)N1